OC1=CC=C(C=C1)/C=C/C(=O)C1=CC=C(C=C1)OS(=O)(=O)C1=CC=C(C=C1)F.FC1(CCN(CC1)C(=O)C=1C=C2C(=NC1)N(C=C2)C=2C=NC(=CC2)I)F (4,4-difluoropiperidin-1-yl)(1-(6-iodopyridin-3-yl)-1H-pyrrolo[2,3-B]pyridin-5-yl)methanone [4-[(E)-3-(4-Hydroxyphenyl)prop-2-enoyl]phenyl]4-fluorobenzenesulfonate